5-((Tert-butoxycarbonyl)amino)Nicotinic acid C(C)(C)(C)OC(=O)NC=1C=NC=C(C(=O)O)C1